FC1=C(C(=CC=C1)F)C1=N[C@H](C(NC=2SC=3CCCC3C12)=O)C (11S)-13-(2,6-difluorophenyl)-11-methyl-7-thia-9,12-diazatricyclo[6.5.0.02,6]trideca-1(8),2(6),12-trien-10-one